7-fluoro-6-nitro-2,3-dihydro-[1,4]dioxino[2,3-b]pyridine FC=1C=C2C(=NC1[N+](=O)[O-])OCCO2